γ-acryloxypropyltrimethoxy-silane C(C=C)(=O)OCCC[Si](OC)(OC)OC